2-Chloro-4-((3-(2-cyanobutyl)-1-methyl-2-oxo-2,3-dihydro-1H-benzo[d]imidazol-5-yl)amino)nicotinonitrile ClC1=C(C#N)C(=CC=N1)NC1=CC2=C(N(C(N2CC(CC)C#N)=O)C)C=C1